tert-Butyl 5-((5-((4-(5-((4-(((allyloxy)carbonyl)amino)phenyl)carbamoyl)-1-methyl-1H-pyrrol-3-yl)phenyl)carbamoyl)-1-methyl-1H-pyrrol-3-yl)amino)-5-oxopentanoate C(C=C)OC(=O)NC1=CC=C(C=C1)NC(=O)C1=CC(=CN1C)C1=CC=C(C=C1)NC(=O)C1=CC(=CN1C)NC(CCCC(=O)OC(C)(C)C)=O